N-((3S,4S)-3-((7-(2-cyclopropyl-6-fluoro-3,5-dimethoxyphenyl)-2,6-naphthyridin-3-yl)amino)tetrahydro-2H-pyran-4-yl)acrylamide C1(CC1)C1=C(C(=C(C=C1OC)OC)F)C1=NC=C2C=C(N=CC2=C1)N[C@@H]1COCC[C@@H]1NC(C=C)=O